ClC=1C(=NC(=NC1)NC1CCC(CC1)NCCCCCCNC(OC(C)(C)C)=O)C=1C=NN(C1CC1CC1)C tert-butyl (6-(((1r,4r)-4-((5-chloro-4-(5-(cyclopropylmethyl)-1-methyl-1H-pyrazol-4-yl)pyrimidin-2-yl)amino)cyclohexyl)amino)hexyl)carbamate